C(C)OC(C(F)(F)C1=C(C(=CC=C1F)F)O)=O 2-(3,6-difluoro-2-hydroxyphenyl)-2,2-difluoroacetic acid ethyl ester